CC(C(=O)OC(=O)OC)(C)C methoxycarbonyl 2,2-dimethyl-propanoate